2-[4,5-dihydro-4-methyl-4-(1-methylethyl)-5-oxo-1H-imidazol-2-yl]-5-methyl-3-pyridinecarboxylic acid CC1(N=C(NC1=O)C1=NC=C(C=C1C(=O)O)C)C(C)C